C(C)(=O)O[C@H]1[C@H]([C@@H](C[C@@H]([C@H]1O)N=[N+]=[N-])N=[N+]=[N-])CC(=O)[O-] [(1S,2S,3R,4S,6R)-2-acetoxy-4,6-diazido-3-hydroxy-cyclohexyl]acetate